C(C)(C)(C)OC(=O)N1C[C@H](CC1)C1=CC=C(C=C1)NC(CC1=CC=CC=C1)=O |r| (RS)-3-(4-phenylacetylamino-phenyl)-pyrrolidine-1-carboxylic acid tert-butyl ester